2,9-di-[3,5-di(2,4,6-triisopropylphenyl)phenyl]1,10-phenanthroline C(C)(C)C1=C(C(=CC(=C1)C(C)C)C(C)C)C=1C=C(C=C(C1)C1=C(C=C(C=C1C(C)C)C(C)C)C(C)C)C1=NC2=C3N=C(C=CC3=CC=C2C=C1)C1=CC(=CC(=C1)C1=C(C=C(C=C1C(C)C)C(C)C)C(C)C)C1=C(C=C(C=C1C(C)C)C(C)C)C(C)C